Cl.NCCCCCCC(C(=O)N)CCC (6-aminohexyl)pentanamide hydrochloride